ClC=1C(=NC(=NC1)NC1=NN(N=C1)C)C1=CC=C2CN(C(C2=C1)=O)[C@@H](C(=O)N[C@H](CO)C1=CC(=CC(=C1)F)OCC)C (2R)-2-(6-{5-Chloro-2-[(2-methyl-2H-1,2,3-triazol-4-yl)amino]pyrimidin-4-yl}-1-oxo-2,3-dihydro-1H-isoindol-2-yl)-N-[(1S)-1-(3-ethoxy-5-fluorophenyl)-2-hydroxyethyl]propanamid